4,7,13,16,19-pentaoxa-10-azadocos-1-yn-22-oic acid C#CCOCCOCCNCCOCCOCCOCCC(=O)O